COC(CC1=C(C=C(C=C1)Br)OCC1=CC=CC=C1)=O 2-(2-(Benzyloxy)-4-bromophenyl)acetic acid methyl ester